rac-(1S*,2S*)-2-(5-chloro-2-cyanophenyl)-N-(4-(((6-cyclopropyl-8-(2-oxopyrrolidin-1-yl)imidazo[1,2-a]pyridin-2-yl)methyl)amino)pyridin-2-yl)cyclopropane-1-carboxamide ClC=1C=CC(=C(C1)[C@@H]1[C@H](C1)C(=O)NC1=NC=CC(=C1)NCC=1N=C2N(C=C(C=C2N2C(CCC2)=O)C2CC2)C1)C#N |r|